benzyl 4-((2H-1,2,3-triazol-2-yl)sulfonyl)piperazine-1-carboxylate N=1N(N=CC1)S(=O)(=O)N1CCN(CC1)C(=O)OCC1=CC=CC=C1